[Ni].[Ho] holmium-nickel